O[C@H]1C[C@@H](NC1)C(=O)N1CCN(CC1)C(=O)C1=C(C=C(C=C1)NC=1C=2N(C=CN1)C(=CN2)C=2C(=NN(C2)C)C(F)(F)F)C [4-[(2R,4S)-4-hydroxypyrrolidine-2-carbonyl]piperazin-1-yl]-[2-methyl-4-[[3-[1-methyl-3-(trifluoromethyl)pyrazol-4-yl]imidazo[1,2-a]pyrazin-8-yl]amino]phenyl]methanone